N-(3-methylsulfonyl-phenyl)-5-(trifluoromethyl)-2-[[6-(trifluoromethyl)-3-pyridyl]oxy]pyridine-3-carboxamide CS(=O)(=O)C=1C=C(C=CC1)NC(=O)C=1C(=NC=C(C1)C(F)(F)F)OC=1C=NC(=CC1)C(F)(F)F